Butyl Acrylate Butyl-acrylate C(CCC)OC(C=C)=O.C(C=C)(=O)OCCCC